BrC1=CC(=C(C(=C1)NC(C)C)NC(=O)C1CC(CC1)(F)F)F N-(4-bromo-2-fluoro-6-(isopropylamino)phenyl)-3,3-difluorocyclopentane-1-carboxamide